BrC1=C(N(C2=NC=C3C(=C21)N(C(N3C)=O)C3CC(C3)NC(OC(C)(C)C)=O)COCC[Si](C)(C)C)Cl tert-Butyl ((1S,3S)-3-(8-bromo-7-chloro-3-methyl-2-oxo-6-((2-(trimethylsilyl)ethoxy)methyl)-3,6-dihydroimidazo[4,5-d]pyrrolo[2,3-b]pyridin-1(2H)-yl)cyclobutyl)carbamate